3-methoxy-2-(4-methylpiperazin-1-yl)propionic acid lithium [Li].COCC(C(=O)O)N1CCN(CC1)C